2-(2,6-dioxopiperidin-3-yl)-4-(3-hydroxypropoxy)isoindoline-1,3-dione O=C1NC(CCC1N1C(C2=CC=CC(=C2C1=O)OCCCO)=O)=O